2-[1-[2-(6,6-Dimethyl-3-azabicyclo[3.1.0]hexan-3-yl)-6-methyl-4-oxo-chromen-8-yl]ethylamino]benzoic acid CC1(C2CN(CC12)C=1OC2=C(C=C(C=C2C(C1)=O)C)C(C)NC1=C(C(=O)O)C=CC=C1)C